(S)-2-(1H-indole-2-carboxamido)-N1-(1-(2-(2-adamantylamino)-2-oxoethyl)-2-oxo-1,2-dihydropyridin-3-yl)-N6-methyl-5-oxohexanediamide N1C(=CC2=CC=CC=C12)C(=O)N[C@H](C(=O)NC=1C(N(C=CC1)CC(=O)NC1C2CC3CC(CC1C3)C2)=O)CCC(C(=O)NC)=O